3-(3,5-di-tert-butyl-4-hydroxyphenyl)valeric acid C(C)(C)(C)C=1C=C(C=C(C1O)C(C)(C)C)C(CC(=O)O)CC